5-Cyclopropoxy-N-(5-methyl-1-(tetrahydro-2H-pyran-2-yl)-1H-pyrazol-3-yl)-6-(1-methyl-1H-pyrazol-4-yl)-2-(methylsulfonyl)-N-((2-(trimethylsilyl)ethoxy)methyl)pyrimidin-4-amine C1(CC1)OC=1C(=NC(=NC1C=1C=NN(C1)C)S(=O)(=O)C)N(COCC[Si](C)(C)C)C1=NN(C(=C1)C)C1OCCCC1